(S)-N-(7-(2-(4-((tert-butyldimethylsilyl)oxy)-1H-pyrazol-1-yl)-2-oxoethoxy)-5-methyl-4-oxo-2,3,4,5-tetrahydrobenzo[b][1,4]oxazepin-3-yl)-4-(3-fluorobenzyl)-1H-pyrazole-1-carboxamide [Si](C)(C)(C(C)(C)C)OC=1C=NN(C1)C(COC1=CC2=C(OC[C@@H](C(N2C)=O)NC(=O)N2N=CC(=C2)CC2=CC(=CC=C2)F)C=C1)=O